C(N)(=O)C1=C(C=CC=C1)S(=O)(=O)O 2-carbamoylbenzenesulfonic acid